OC[C@H](C1=CC=CC=C1)NC1=CC(=NC=C1C1=NC=NO1)NC=1N=CC2=C(N1)C(OB2O)(C)C (S)-5-((4-((2-hydroxy-1-phenylethyl)amino)-5-(1,2,4-oxadiazol-5-yl)pyridin-2-yl)amino)-3,3-dimethyl-[1,2]oxaborolo[4,3-d]pyrimidin-1(3H)-ol